C1=NC(=CC2=CC=CC=C12)N1CCN(CCC1)C(=O)OC(C)(C)C tert-Butyl 4-(isoquinolin-3-yl)-1,4-diazepane-1-carboxylate